C1(CCCC1)NC1=C(C(=C2C(=NC=NC2=C1F)N)F)F N7-cyclopentyl-5,6,8-trifluoroquinazoline-4,7-diamine